lithium (R)-2-(6-((1-(3-(difluoromethyl)-2-methylphenyl)prop-2-yn-1-yl)amino)-5-(1,3-dioxolan-2-yl)-2-methylpyrimidin-4-yl)acetate FC(C=1C(=C(C=CC1)[C@@H](C#C)NC1=C(C(=NC(=N1)C)CC(=O)[O-])C1OCCO1)C)F.[Li+]